Cl.FC1=C(C=CC(=C1)F)C=1CCCC2=C(C1C1=C(C(=C(C=C1)C=C1CN(C1)CCCF)F)C)C=CC(=C2)C(=O)O 8-(2,4-difluorophenyl)-9-(3-fluoro-4-((1-(3-fluoropropyl)azetidin-3-ylidene)methyl)-2-methylphenyl)-6,7-dihydro-5H-benzo[7]annulene-3-carboxylic acid hydrochloride